FC1=C(C=C(C=C1)F)C12N(CC[C@H]2C1)C1=NC=2N(C=C1)N=CC2C2=NC=C(C=C2)N2CCNCC2 5-((5S)-1-(2,5-difluorophenyl)-2-azabicyclo[3.1.0]Hexane-2-yl)-3-(5-(piperazin-1-yl)Pyridin-2-yl)pyrazolo[1,5-a]Pyrimidine